C(C1=CC=CC=C1)OC1CC(C1)N1N=CC(=C1Cl)[N+](=O)[O-] 1-(3-(benzyloxy)cyclobutyl)-5-chloro-4-nitro-1H-pyrazole